C1(CC1)C1=CC=C2CCCC(C2=C1)CNC=1C=NC=CC1C(=O)O 3-{[(7-cyclopropyl-1,2,3,4-tetrahydronaphthalen-1-yl)methyl]amino}pyridine-4-carboxylic acid